O=C1NC(CCC1C1=C(C=C(C=C1F)N1C[C@@H](CC1)NC(OC(C)(C)C)=O)F)=O tert-butyl ((3R)-1-(4-(2,6-dioxopiperidin-3-yl)-3,5-difluorophenyl)pyrrolidin-3-yl)carbamate